diethyl (3s,8ar)-5,7-dioxoindolizine-3,6-dicarboxylate O=C1N2[C@@H](C=CC2=CC(C1C(=O)OCC)=O)C(=O)OCC